FC1(CN(C1)C(=O)C1=C(C=CC(=C1)F)C1=CC(=NC(=C1)OC(C)C)NC(C=1C(N(C=C(C1)CNC[C@H]1OCCC1)C1CC1)=O)=O)F N-(4-{2-[(3,3-difluoro-1-azetidinyl)carbonyl]-4-fluorophenyl}-6-isopropoxy-2-pyridyl)-1-cyclopropyl-2-oxo-5-[({[(S)-perhydro-2-furyl]methyl}amino)methyl]-1,2-dihydronicotinamide